N-(1-(cyclopentyl)cyclopropyl)pivalamide C1(CCCC1)C1(CC1)NC(C(C)(C)C)=O